4,7-dioxaspiro[2.5]octan-5-ylmethanol C1CC12OC(COC2)CO